F[C@H]1[C@H](C1)C(=O)NC1=NC=C2C=C(C=3N(C2=C1)N=CN3)C=3C=NC(=CC3C)[C@@H](CC)O (1R,2R)-2-fluoro-N-(4-(6-((R)-1-hydroxypropyl)-4-methylpyridin-3-yl)-[1,2,4]triazolo[1,5-a][1,6]naphthyridin-8-yl)cyclopropane-1-carboxamide